1-(ETHYLAMINO)CYCLOBUTANE-1-CARBOXYLIC ACID C(C)NC1(CCC1)C(=O)O